N-alpha-Boc-L-lysine CC(C)(C)OC(=O)NC(CCCCN)C(=O)O